C(CCCCCCC)SCC=1C=C(C(=C(C1)CSCCCCCCCC)O)C 4,6-di(octylthiomethyl)ortho-cresol